FC1CCN(CC1)CC(CON=C(N)C1(CCN(CC1)C(=O)OC(C)(C)C)C)O tert-butyl 4-(N'-(3-(4-fluoropiperidin-1-yl)-2-hydroxypropoxy)carbamimidoyl)-4-methylpiperidine-1-carboxylate